CC(C)(C)[S@@](=O)N |r| (racemic)-2-methylpropane-2-sulfinamide